6-(6-(3,4-dichlorobenzyl)-9-isopropyl-7,10-dioxo-2,6,9-triazaspiro[4.5]-decan-2-yl)nicotinonitrile ClC=1C=C(CN2C3(CCN(C3)C3=NC=C(C#N)C=C3)C(N(CC2=O)C(C)C)=O)C=CC1Cl